S(N)(OC[C@@H]1[C@H](C[C@@H](C1)NC1=NC=NC=C1C(=O)C=1SC=C(C1)CN1C=CC2=CC=C(C=C12)C)O)(=O)=O [(1R,2S,4R)-2-hydroxy-4-{[5-({4-[(6-methyl-1H-indol-1-yl)methyl]-2-thienyl} carbonyl)pyrimidin-4-yl] amino}cyclopentyl]methyl sulfamate